3-(4-(1H-imidazol-1-yl)phenyl)-3-chloro-acrylonitrile N1(C=NC=C1)C1=CC=C(C=C1)C(=CC#N)Cl